4-(4-fluorophenyl)-6-isopropyl-2-(N-methyl-N-methylsulfonyl-amino)-pyrimidin-5-yl-monobromomethane triphenylphosphine salt C1(=CC=CC=C1)P(C1=CC=CC=C1)C1=CC=CC=C1.FC1=CC=C(C=C1)C1=NC(=NC(=C1CBr)C(C)C)N(S(=O)(=O)C)C